4-octyloxythiophene C(CCCCCCC)OC=1C=CSC1